7-(cyclopropylmethyl)-1-(((1R,4R)-4-hydroxy-4-methylcyclohexyl)methyl)-3-methyl-1H-purine C1(CC1)CN1CN=C2N(CN(C=C12)CC1CCC(CC1)(C)O)C